FC1=CC(=CC=2N(C(=NC21)C)C2CCN(CC2)C)C2=CNC1=NC=C(C=C12)C=1CCN(CC1)C 4-fluoro-2-methyl-6-(5-(1-methyl-1,2,3,6-tetrahydropyridin-4-yl)-1H-pyrrolo[2,3-b]pyridin-3-yl)-1-(1-methylpiperidin-4-yl)-1H-benzo[d]imidazole